tertbutyl (4-(methylamino)butyl)carbamate CNCCCCNC(OC(C)(C)C)=O